N-hydroxy-N'-(4-(2-methyl-4-nitrophenoxy)pyridin-2-yl)formimidamide ONC=NC1=NC=CC(=C1)OC1=C(C=C(C=C1)[N+](=O)[O-])C